CN1CC2CC2CC1 3-methyl-3-azabicyclo[4.1.0]heptan